COC(=O)C1(CCN(CC1)C(=O)OC(C)(C)C)N 4-aminopiperidine-1,4-dicarboxylic acid 1-O-tert-butyl 4-O-methyl ester